C(C1=CC=CC=C1)OCCCOCCCOC1=C(C=C(C=C1)CCC(=O)OC)Cl methyl 3-[4-[3-(3-benzyloxypropoxy)propoxy]-3-chloro-phenyl]propanoate